CC1=CC=C(C=C1)S(=O)(=O)O.F\C=C(\CN)/COC1=CC2=C(N=C(O2)N2CC(CC2)C)C=C1 (Z)-3-fluoro-2-(((2-(3-methyl-pyrrolidin-1-yl)-benzo[d]oxazol-6-yl)oxy)methyl)-prop-2-en-1-amine 4-methyl-benzenesulfonate